tert-butyl (E)-3-[1-(2,6-dioxo-3-piperidyl)-3-methyl-2-oxo-benzimidazol-4-yl]prop-2-enoate O=C1NC(CCC1N1C(N(C2=C1C=CC=C2/C=C/C(=O)OC(C)(C)C)C)=O)=O